C(#N)C=1N=C2C(=CC(N(C2=CC1)C)=O)N(C=1C=C(C=CC1)C1=CC(=CC=C1)C(=O)N)CC1CC1 3'-((6-cyano-1-methyl-2-oxo-1,2-dihydro-1,5-naphthyridin-4-yl)(cyclopropylmethyl)amino)-[1,1'-biphenyl]-3-carboxamide